tert-butyl N-[[2-[3-(4-chloroanilino) prop-1-ynyl]-1-(2-chloroethyl) indol-5-yl] methyl]-N-tetrahydropyran-4-yl-carbamate ClC1=CC=C(NCC#CC=2N(C3=CC=C(C=C3C2)CN(C(OC(C)(C)C)=O)C2CCOCC2)CCCl)C=C1